methyl 3-[(6-bromo-2-pyridyl)oxy]propanoate BrC1=CC=CC(=N1)OCCC(=O)OC